3-bromocamphor-10-sulfonic ACID HYDRATE O.BrC1C(C2(CCC1C2(C)C)CS(=O)(=O)O)=O